ClC1=CC=2C(C3=CC=CC=C3C2C=C1)(C1=CC=C(C=C1)C(C)(C)C)C1=CC=C(C=C1)C(C)(C)C 2-chloro-9,9-bis(4-t-butylphenyl)-9H-fluorene